tert-butyl (R)-3-(2-fluoro-4-(1-methyl-1H-1,2,3-triazol-4-yl)-N-(6-(4,4,5,5-tetramethyl-1,3,2-dioxaborolan-2-yl)isoquinolin-1-yl)benzamido)piperidine-1-carboxylate FC1=C(C(=O)N(C2=NC=CC3=CC(=CC=C23)B2OC(C(O2)(C)C)(C)C)[C@H]2CN(CCC2)C(=O)OC(C)(C)C)C=CC(=C1)C=1N=NN(C1)C